N-(4-(2-(4-chlorophenyl)-but-3-yn-2-yl)thiazol-2-yl)-3-hydroxypyrrolidine-1-carboxamide ClC1=CC=C(C=C1)C(C)(C#C)C=1N=C(SC1)NC(=O)N1CC(CC1)O